((1-oxo-6-(phenylsulfonyl)phthalazin-2(1H)-yl)methyl)-1H-pyrazole-4-carboxamide O=C1N(N=CC2=CC(=CC=C12)S(=O)(=O)C1=CC=CC=C1)CN1N=CC(=C1)C(=O)N